(2'-amino-[1,1'-biphenyl]-2-yl)palladium (II) chloride NC1=C(C=CC=C1)C1=C(C=CC=C1)[Pd]Cl